ClC1=CC=C2C(=N1)C(=CN2)C=O 5-chloro-1H-pyrrolo[3,2-b]pyridine-3-carbaldehyde